BrC1=CC=C(CN2C(=C(C=C2)C(=O)OCC)/C(=C/O)/C(=O)OCC)C=C1 ethyl (Z)-1-(4-bromobenzyl)-2-(3-ethoxy-1-hydroxy-3-oxoprop-1-en-2-yl)-1H-pyrrole-3-carboxylate